NC1=C(\C=N\[C@@H]2CC[C@H](CC2)O)C=C(C=C1Br)Br trans-4-[[(E)-2-amino-3,5-dibromobenzylidene]amino]cyclohexanol